FC1=CC=C(C(=O)C2=CC=C(C=C2)C(C2=CC=C(C=C2)F)=O)C=C1 1,4-di(4-fluorobenzoyl)benzene